C1(CC1)NS(=O)(=O)C1=C(C=CC(=C1)CN1CC2=CC=CC=C2C1)OCC1CCNCC1 N-cyclopropyl-5-(isoindolin-2-ylmethyl)-2-(piperidin-4-ylmethoxy)benzenesulfonamide